N-(cyclopropylmethylene)-2-methylpropane-2-sulfinamide C1(CC1)C=NS(=O)C(C)(C)C